[Si](C)(C)(C(C)(C)C)OCC1=NC=CC=C1 (((tert-butyldimethylsilyl)oxy)methyl)pyridine